NC(CNC(=O)N1[C@H](C(NC2=C(C1)C=CC=C2)=O)[C@@H](C)CC)=O (S)-N-(2-amino-2-oxoethyl)-3-((S)-sec-butyl)-2-oxo-1,2,3,5-tetrahydro-4H-benzo[e][1,4]diazepine-4-carboxamide